(R)-1-(3-((3-(1-methylcyclopropane-1-carbonyl)-1H-pyrrolo[2,3-b]pyridin-4-yl)amino)piperidin-1-yl)prop-2-en-1-one CC1(CC1)C(=O)C1=CNC2=NC=CC(=C21)N[C@H]2CN(CCC2)C(C=C)=O